FC(CCCCC)(F)OC1=NSN=C1C=1C(N(C(CC1)([2H])[2H])C)([2H])[2H] 3-((1,1-difluorohexyl)oxy)-4-(1-methyl-1,2,5,6-tetrahydro-pyridin-3-yl-2,2,6,6-d4)-1,2,5-thiadiazole